phenyl tertiary butyl sulfide C(C)(C)(C)SC1=CC=CC=C1